ClC=1C=CC(=C(C1)C1=CC(=C(N=N1)SCCO)NC1=CC(=NC=C1)NC(=O)C1CC(C1)N1CCN(CC1)C)F N-(4-{[6-(5-chloro-2-fluorophenyl)-3-[(2-hydroxy-ethyl)sulfanyl]pyridazin-4-yl]amino}pyridin-2-yl)-3-(4-methylpiperazin-1-yl)cyclobutane-1-carboxamide